O[C@@H](CCC(CC(=O)OCC)(C)C)CCO (S)-Ethyl 6,8-dihydroxy-3,3-dimethyloctanoate